1-(2,3-dihydro-1-methyl-2-oxo-1H-indol-3-yl)-3-(cyano)-pyridinium bromide [Br-].CN1C(C(C2=CC=CC=C12)[N+]1=CC(=CC=C1)C#N)=O